(3r,4r)-1-(1-(2,5-dichlorobenzyl)-5,6-difluoro-1H-benzoimidazol-2-yl)-4-fluoro-3-piperidinamine ClC1=C(CN2C(=NC3=C2C=C(C(=C3)F)F)N3C[C@H]([C@@H](CC3)F)N)C=C(C=C1)Cl